C(C1=CC=CC=C1)OC1C(CC1)C 2-(benzyloxy)-1-methylcyclobutan